2-cyano-N-(4-iodophenyl)benzamide ethyl-4,6-dichloro-3-methyl-1H-indole-2-carboxylate C(C)OC(=O)C=1NC2=CC(=CC(=C2C1C)Cl)Cl.C(#N)C1=C(C(=O)NC2=CC=C(C=C2)I)C=CC=C1